7-(6-((2,2,6,6-tetramethylpiperidin-4-yl)oxy)pyridazin-3-yl)isoquinoline CC1(NC(CC(C1)OC1=CC=C(N=N1)C1=CC=C2C=CN=CC2=C1)(C)C)C